C(#N)CC=1C=C(C(=NC1OC)NS(=O)(=O)C1=CN=C2N1C=CC(=C2)OC)F N-[5-(cyanomethyl)-3-fluoro-6-methoxy-2-pyridinyl]-7-methoxy-imidazo[1,2-a]pyridine-3-sulfonamide